FC(CCCCC[SiH](OCC)OCC)(F)F 1-trifluorohexyl-diethoxysilane